4-bromo-1-methyl-3-(trifluoromethyl)-1H-pyrazole BrC=1C(=NN(C1)C)C(F)(F)F